L-altrose O=C[C@H](O)[C@@H](O)[C@@H](O)[C@@H](O)CO